5-chloro-N-(2'-(4,4-difluorocyclohexyl)-3-fluoro-[2,4'-bipyridin]-3'-yl)-6-methoxynicotinamide ClC=1C(=NC=C(C(=O)NC=2C(=NC=CC2C2=NC=CC=C2F)C2CCC(CC2)(F)F)C1)OC